NC1=C(C=C(C=C1)N1C[C@@H](CCC1)C#CC1=C2CN(C(C2=CC=C1)=O)C1C(NC(CC1)=O)=O)OC 3-(4-(((S)-1-(4-amino-3-methoxyphenyl)piperidin-3-yl)ethynyl)-1-oxoisoindolin-2-yl)piperidine-2,6-dione